C1(=CC=CC=C1)C1=NC(=NC(=N1)C1=CC=CC=C1)C1=C(C=C(C=C1)OCCCCCCCCCCCC)O 2,4-diphenyl-6-(2-hydroxy-4-dodecyloxyphenyl)-1,3,5-Triazine